(E)-5-methyl-4-phenyl-2-[1-methyl-2-(2-carboxybenzylidene)hydrazino]thiazole CC1=C(N=C(S1)N(/N=C/C1=C(C=CC=C1)C(=O)O)C)C1=CC=CC=C1